methyl 8-(2-(4-chloro-3-fluorophenoxy)acetamido)-1,4-dioxaspiro[4.5]decane-8-carboxylate ClC1=C(C=C(OCC(=O)NC2(CCC3(OCCO3)CC2)C(=O)OC)C=C1)F